IC1=CC=C(C=C1)CO (4-iodophenyl)-methanol